O=C1CCC(N1)C(=O)NC1=CC(=CC=C1)OC 5-oxo-N-(3-methoxyphenyl)pyrrolidine-2-carboxamide